FC(C1=NN(C=N1)C1CC2(CN(C2)C=O)C1)(F)F [6-[3-(trifluoromethyl)-1,2,4-triazol-1-yl]-2-azaspiro[3.3]heptane-2-yl]methanone